N-(6-(2H-1,2,3-triazol-2-yl)-5-(trifluoromethyl)pyridin-3-yl)-2'-(dimethylamino)-3-(trifluoromethyl)-[1,1'-biphenyl]-4-carboxamide N=1N(N=CC1)C1=C(C=C(C=N1)NC(=O)C1=C(C=C(C=C1)C1=C(C=CC=C1)N(C)C)C(F)(F)F)C(F)(F)F